C(C)(C)(C)OC(=O)N1CC2=C(C=CC=C2CC1)Br 8-Bromo-3,4-dihydro-1H-isoquinoline-2-carboxylic acid tert-butyl ester